2-(3-chloro-5-ethyl-2-fluoro-4-(4-hydroxy-3-isopropylbenzyl)phenoxy)-N,N-dimethylacetamide ClC=1C(=C(OCC(=O)N(C)C)C=C(C1CC1=CC(=C(C=C1)O)C(C)C)CC)F